NC=1C(=NC=C(C1)C(N(C)C)=O)C=1C=NC=C(C1)C1=CC=NC=C1 amino-5-(dimethylcarbamoyl)-[2,3':5',4''-terpyridine]